FC(C=1C=C(C(=O)N[C@H](C)C=2C(=NC=CN2)C2=CC=C(C=N2)C(=O)O)C=C(C1)C(F)(F)F)(F)F |r| (rac)-6-(3-{1-[3,5-bis(trifluoromethyl)benzoylamino]ethyl}pyrazin-2-yl)pyridine-3-carboxylic acid